2-methyl-6-(oxaprop-2-yl)pyridine CC1=NC(=CC=C1)C(O)C